1,3,5,7-tetrakis(4-bromophenyl)adamantane tert-butyl-(2S,3S)-2-({[1,1'-biphenyl]-3-yl}methyl)-3-(1,2-dihydroxyethyl)-3-{[(R)-2-methylpropane-2-sulfinyl]amino}piperidine-1-carboxylate C(C)(C)(C)OC(=O)N1[C@H]([C@](CCC1)(N[S@](=O)C(C)(C)C)C(CO)O)CC=1C=C(C=CC1)C1=CC=CC=C1.BrC1=CC=C(C=C1)C12CC3(CC(CC(C1)(C3)C3=CC=C(C=C3)Br)(C2)C2=CC=C(C=C2)Br)C2=CC=C(C=C2)Br